(2S,3S,4S)-N-(5-chloro-2,4-difluorophenyl)-1-[5-fluoro-6-methyl-4-(trifluoromethyl)pyridin-2-yl]-3,4-dihydroxy-N-(2H3)methyl-4-methyl-5-oxopyrrolidine-2-carboxamide ClC=1C(=CC(=C(C1)N(C(=O)[C@H]1N(C([C@@]([C@H]1O)(C)O)=O)C1=NC(=C(C(=C1)C(F)(F)F)F)C)C([2H])([2H])[2H])F)F